ClC1=C(C(=CC(=C1F)OC)F)O 2-chloro-3,6-difluoro-4-methoxyphenol